BrC1=CC(=C(C=C1)C1=NC2=C(C(=NC(=C2)C)N2CCC(CC2)(F)F)N1)N1CCC2(CC2)CC1 2-(4-bromo-2-(6-azaspiro[2.5]oct-6-yl)phenyl)-4-(4,4-difluoropiperidin-1-yl)-6-methyl-3H-imidazo[4,5-C]pyridine